1,3,6,8-tetrakis-(4-methoxyphenyl)-2-benzyloxy-pyrene COC1=CC=C(C=C1)C1=C(C(=C2C=CC3=C(C=C(C4=CC=C1C2=C34)C3=CC=C(C=C3)OC)C3=CC=C(C=C3)OC)C3=CC=C(C=C3)OC)OCC3=CC=CC=C3